tert-butyl 4-[2-fluoro-4-(methoxycarbonyl)-5-methylphenyl]piperazine-1-carboxylate FC1=C(C=C(C(=C1)C(=O)OC)C)N1CCN(CC1)C(=O)OC(C)(C)C